1-isopropyl-2,4-dioxo-3-phenyl-1,2,3,4-tetrahydropyrimidine-5-carboxylic acid C(C)(C)N1C(N(C(C(=C1)C(=O)O)=O)C1=CC=CC=C1)=O